Toluene-4-sulfonic acid 2-(2'-fluoro-4-propyl-[1,1':4',1'']terphenyl-4''-yloxy)ethyl ester FC1=C(C=CC(=C1)C1=CC=C(C=C1)OCCOS(=O)(=O)C1=CC=C(C)C=C1)C1=CC=C(C=C1)CCC